methyl 2-phenylnaphtho[2,1-d]oxazole-7-carboxylate C1(=CC=CC=C1)C=1OC2=C(N1)C=CC1=CC(=CC=C12)C(=O)OC